(17-hydroxy-3,6,9,12,15-pentaoxaheptadecyl)(methyl)carbamic acid tert-butyl ester C(C)(C)(C)OC(N(C)CCOCCOCCOCCOCCOCCO)=O